Methyl-4-[(tetrahydro-furan-2-ylmethyl)-amino]-9-(tetrahydro-furan-2-yloxy)-6,7-dihydro-pyrido[2,1-a]isoquinolin-2-one CC=1C(C=C(N2C1C1=CC=C(C=C1CC2)OC2OCCC2)NCC2OCCC2)=O